4-((Tert-butyldiphenylsilyloxy)methyl)cyclohexanone [Si](C1=CC=CC=C1)(C1=CC=CC=C1)(C(C)(C)C)OCC1CCC(CC1)=O